((2,4-dioxo-1,3-diazaspiro[4.4]nonane-7-yl)methyl)-6-(5-methylbenzofuran-2-yl)pyridine-3-sulfonamide O=C1NC2(C(N1)=O)CC(CC2)CC2=NC(=CC=C2S(=O)(=O)N)C=2OC1=C(C2)C=C(C=C1)C